CN(C=1C=NC2=CC=CN=C2C1)C N,N-dimethyl-1,5-naphthyridin-3-amine